C(CCCCCCC\C=C/C\C=C/CCCCC)N(CCO)CCCCCCCCCCCCCC 2-(((9Z,12Z)-Octadeca-9,12-dien-1-yl)(tetradecyl)amino)ethan-1-ol